(E)-N'-(3,5-dichloro-4-[1H-pyrrolo[3,2-b]pyridin-5-yloxy]phenyl)-N,N-dimethylmethanimidamide ClC=1C=C(C=C(C1OC1=CC=C2C(=N1)C=CN2)Cl)/N=C/N(C)C